5-(2-(4-((tert-Butoxycarbonyl)amino)butoxy)ethoxy)pyrimido[4,5-c]quinoline-8-carboxylic acid C(C)(C)(C)OC(=O)NCCCCOCCOC1=NC=2C=C(C=CC2C2=C1N=CN=C2)C(=O)O